18-Benzyl-12-(2,6-dimethylphenyl)-16-methyl-15-oxa-8λ6-thia-1,9,11,18,22-pentaazatetracyclo[14.4.1.13,7.110,14]tricosa-3(23),4,6,10,12,14(22)-hexaene-2,8,8-trione C(C1=CC=CC=C1)N1CC2(OC=3C=C(N=C(NS(C4=CC=CC(C(N(CC1)C2)=O)=C4)(=O)=O)N3)C3=C(C=CC=C3C)C)C